(S)-4-chloro-5-(4-chlorophenyl)-1-(3,3,3-trifluoro-2-hydroxypropyl)-1,3-dihydro-2H-imidazol-2-one ClC=1NC(N(C1C1=CC=C(C=C1)Cl)C[C@@H](C(F)(F)F)O)=O